(7-((5-cyclopropyl-6-methoxypyridin-2-yl)oxy)-2-azaspiro[3.5]Non-2-yl)((1s,3s)-3-hydroxy-3-methylcyclobutyl)methanone C1(CC1)C=1C=CC(=NC1OC)OC1CCC2(CN(C2)C(=O)C2CC(C2)(C)O)CC1